CN(C)\C=C\1/C(C2=C(N=CN2C(C)C)CC1)=O (Z)-5-((dimethylamino)methylene)-3-isopropyl-6,7-dihydro-3H-benzo[d]imidazol-4(5H)-one